CCCCCCCCC/C=C\CCCCCCCC(=O)OC[C@H](COP(=O)([O-])OCC[N+](C)(C)C)OC(=O)CCCCCCC/C=C\C/C=C\CCCC 1-(9Z-nonadecenoyl)-2-(9Z,12Z-heptadecadienoyl)-glycero-3-phosphocholine